FC(S(=O)(=O)OC1=C(C=C2C(=N1)CC(OC2)(C)C)C#N)(F)F 3-cyano-7,7-dimethyl-7,8-dihydro-5H-pyrano[4,3-b]pyridin-2-yl trifluoromethanesulfonate